6-Bromo-N-[1-(cyclopropylmethyl)piperidin-4-yl]-2-{4-[4-(pyridin-3-ylmethyl)piperazin-1-yl]phenyl}-3H-imidazo[4,5-b]pyridin-7-amine BrC=1C(=C2C(=NC1)NC(=N2)C2=CC=C(C=C2)N2CCN(CC2)CC=2C=NC=CC2)NC2CCN(CC2)CC2CC2